1-Heptyl-1-propylpiperidinium triflat [O-]S(=O)(=O)C(F)(F)F.C(CCCCCC)[N+]1(CCCCC1)CCC